ClCC(=O)O[Si](CC)(CC)CC triethylsilyl chloroacetate